NC=1C2=C(N=CN1)C(=CN2C2=CC=C(CC=1C(=C(C(=O)N)C=C(C1)F)OC)C=C2)C2COC(CC2)CO (4-(4-amino-7-(6-(hydroxymethyl)tetrahydro-2H-pyran-3-yl)-5H-pyrrolo[3,2-d]Pyrimidin-5-yl)benzyl)-5-fluoro-2-methoxybenzamide